C(#N)C(C)(C)C1(C2=C(N(C(C1NC(C1=CC(=CC=C1)C(F)(F)F)=O)=O)CC)N(N=C2C(=O)N)C2=CC=CC=C2)C2=CC=C(C=C2)F (1-cyano-1-methyl-ethyl)-7-ethyl-4-(4-fluorophenyl)-6-oxo-1-phenyl-5-[[3-(trifluoromethyl)benzoyl]amino]-4,5-dihydropyrazolo[3,4-b]pyridine-3-carboxamide